2-chloro-4-[4-(3,4-difluorophenoxy)-1-piperidyl]-6-methyl-pyrimidine ClC1=NC(=CC(=N1)N1CCC(CC1)OC1=CC(=C(C=C1)F)F)C